CN(OCCO[C@H]1[C@@H](O[C@@H]([C@H]1O)CO)N1C(=O)NC(=O)C(=C1)C)C 2'-O-(dimethylaminooxyethyl)-5-methyluridine